FC1=C(CC2=NC3=C(N2CCOC)C=C(C=C3)C(=O)[O-])C=CC(=C1)C1=CC=CC=3OC(OC31)C3=CC=CC=C3 2-(2-fluoro-4-(2-phenylbenzo[d][1,3]dioxol-4-yl) benzyl)-1-(2-methoxyethyl)-1H-benzo[d]imidazole-6-carboxylate